(trans)-2-((2-((4-bromo-3-chloro-5-(hydroxymethyl)phenyl)amino)-5-chloropyrimidin-4-yl)amino)cyclohexanecarbonitrile BrC1=C(C=C(C=C1CO)NC1=NC=C(C(=N1)N[C@H]1[C@@H](CCCC1)C#N)Cl)Cl